1-Amino-3-benzyloxy-4-(benzyloxymethyl)cyclopentane NC1CC(C(C1)COCC1=CC=CC=C1)OCC1=CC=CC=C1